tert-Butyl 6-{5-[(1S)-1-{[6-chloro-5-(trifluoromethyl)-1,3-benzoxazol-2-yl]amino}ethyl]-1H-1,2,4-triazol-1-yl}pyridine-3-carboxylate ClC1=CC2=C(N=C(O2)N[C@@H](C)C2=NC=NN2C2=CC=C(C=N2)C(=O)OC(C)(C)C)C=C1C(F)(F)F